C1(=CC=CC=C1)[C@H]1N(OCC1)C1=NC(=NC=C1C(F)(F)F)NC=1C=C2CCNCC2=CC1 N-[4-[(3S)-3-phenylisoxazolidin-2-yl]-5-(trifluoromethyl)pyrimidin-2-yl]-1,2,3,4-tetrahydroisoquinolin-6-amine